3-((4-(cyclopropylamino)-5-methylpyrimidin-2-yl)oxy)pyrrolidin C1(CC1)NC1=NC(=NC=C1C)OC1CNCC1